[Si](C1=CC=CC=C1)(C1=CC=CC=C1)(C(C)(C)C)OC1CN(CCC1)CC(F)F 3-((tert-butyldiphenylsilyl)oxy)-1-(2,2-difluoroethyl)piperidine